2-(6-(((1S,3S)-3-((7-fluoro-[1,2,4]triazolo[1,5-a]pyridin-2-yl)amino)cyclopentyl)amino)pyridin-3-yl)pyridazin-3(2H)-one FC1=CC=2N(C=C1)N=C(N2)N[C@@H]2C[C@H](CC2)NC2=CC=C(C=N2)N2N=CC=CC2=O